6-(2,6-dichloro-4-(3,3-dimethyl-5-oxo-1,2,4-triazolan-1-yl)phenoxy)-4-isopropylpyridazin-3(2H)-one-4-d ClC1=C(OC2=CC(C(NN2)=O)([2H])C(C)C)C(=CC(=C1)N1NC(NC1=O)(C)C)Cl